5-(3-(4,6-diphenyl-1,3,5-triazin-2-yl)phenyl)-7,7-dimethyl-5,7-dihydroindeno[2,1-b]carbazole C1(=CC=CC=C1)C1=NC(=NC(=N1)C1=CC=CC=C1)C=1C=C(C=CC1)N1C2=CC=CC=C2C=2C=C3C(=CC12)C(C1=CC=CC=C13)(C)C